3-(5-(difluoromethyl)-1,3,4-thiadiazol-2-yl)-N-(1-methylcyclopropyl)-8-(4-(methylsulfonyl)piperidin-1-yl)imidazo[1,2-a]pyridine-6-sulfonamide FC(C1=NN=C(S1)C1=CN=C2N1C=C(C=C2N2CCC(CC2)S(=O)(=O)C)S(=O)(=O)NC2(CC2)C)F